(S)-2-((7-(6-((4-chloro-2-(difluoromethoxy)benzyl)oxy)pyridin-2-yl)-5-fluoro-2,3-dihydrobenzofuran-4-yl)methyl)-4-methoxy-1-(oxetane-2-ylmethyl)-1H-benzo[d]imidazole-6-carboxylic acid ClC1=CC(=C(COC2=CC=CC(=N2)C2=CC(=C(C=3CCOC32)CC3=NC2=C(N3C[C@H]3OCC3)C=C(C=C2OC)C(=O)O)F)C=C1)OC(F)F